CN1C(=NC(=C1)C(F)(F)F)C12C3C4C5(C(C14)C2C53)C(=O)OC methyl 4-(1-methyl-4-(trifluoromethyl)-1H-imidazol-2-yl)cubane-1-carboxylate